OC=1C=C2C[C@@H]([C@@H]([C@@H](C2=CC1)C1=CC=C(C=C1)N1CCC(CC1)C=O)C1=CC=CC=C1)C 1-(4-((1R,2S,3S)-6-hydroxy-3-methyl-2-phenyl-1,2,3,4-tetrahydronaphthalen-1-yl)phenyl)piperidine-4-carbaldehyde